BrC=1C(=NC(=NC1)NC1=C(C=C(C(=C1)C)N1CCC(CC1)N1CCN(CC1)C)OC)NC1=C(C=CC=C1)C(C)=O 1-(2-((5-Bromo-2-((2-methoxy-5-methyl-4-(4-(4-methylpiperazin-1-yl)piperidin-1-yl)phenyl)amino)pyrimidin-4-yl)amino)phenyl)ethan-1-one